6-([1,1'-biphenyl]-2-yloxy)hexan C1(=C(C=CC=C1)OCCCCCC)C1=CC=CC=C1